1-(mercaptomethyl)cyclopropylacetic acid SCC1(CC1)CC(=O)O